BrC1=CC=C(C=C1)CCC(CO)(CO)NC(C)=O N-(4-(4-bromophenyl)-1-hydroxy-2-(hydroxymethyl)butan-2-yl)acetamide